(S)-tert-butyl (1-(4-(4-amino-1-(2-((tert-butyldimethylsilyl)oxy) ethyl)-1H-pyrazol-5-yl)pyridin-2-yl)but-3-en-1-yl)carbamate NC=1C=NN(C1C1=CC(=NC=C1)[C@H](CC=C)NC(OC(C)(C)C)=O)CCO[Si](C)(C)C(C)(C)C